CC=1C=CC=C2C(NC=NC12)=O 8-methyl-quinazolin-4(3H)-one